(2R,3S)-methyl-3-phenyl-1,4-dioxaspiro[4.5]decane-2-carboxylate COC(=O)[C@@H]1OC2(O[C@H]1C1=CC=CC=C1)CCCCC2